[4-(3-nitropyrazol-1-yl)phenyl]ethanone [N+](=O)([O-])C1=NN(C=C1)C1=CC=C(C=C1)C(C)=O